C(#N)C=1C=C(CN2C(C3=CC=C(C=C3C2=O)NC(=O)C2=CC(=NN2C)C(F)F)=O)C=CC1 N-(2-(3-cyanobenzyl)-1,3-dioxo-5-isoindolyl)-3-difluoromethyl-1-methyl-1H-pyrazole-5-carboxamide